[(2S,5S)-5-[[tert-butyl(diphenyl)silyl]oxymethyl]-1-methyl-pyrrolidin-2-yl]methyl benzoate C(C1=CC=CC=C1)(=O)OC[C@H]1N([C@@H](CC1)CO[Si](C1=CC=CC=C1)(C1=CC=CC=C1)C(C)(C)C)C